benzene tetrakis(3,5-bis(trifluoromethyl)phenyl)borate tert-butyl-N-(6-amino-2-chloro-3-fluoro-phenyl)-N-tert-butoxycarbonyl-carbamate C(C)(C)(C)OC(N(C(=O)OC(C)(C)C)C1=C(C(=CC=C1N)F)Cl)=O.FC(C=1C=C(C=C(C1)C(F)(F)F)[B-](C1=CC(=CC(=C1)C(F)(F)F)C(F)(F)F)(C1=CC(=CC(=C1)C(F)(F)F)C(F)(F)F)C1=CC(=CC(=C1)C(F)(F)F)C(F)(F)F)(F)F.C1=CC=CC=C1